2,3-dichloro-5,6-dicyanobenzoquinone 9-(piperidin-4-yl)-3,9-diazaspiro[5.5]undecane-3-carboxylate N1CCC(CC1)N1CCC2(CCN(CC2)C(=O)O)CC1.ClC=1C(C(=C(C(C1Cl)=O)C#N)C#N)=O